BrC1=NN(C(=C1)C)C1=CC=C(C=C1)OC 3-bromo-1-(4-methoxyphenyl)-5-methyl-pyrazole